N1(C(C(C2=CC(=CC=C12)CC(=O)O)[2H])=O)[2H] 5-oxindoleacetic acid-d2